Ethyl 2-((4-(6-(4-chloro-2-fluorobenzyloxy) pyridin-2-yl) piperazin-1-yl) methyl)-1-(oxetan-2-ylmethyl)-1H-thieno[2,3-d]imidazole-5-carboxylate ClC1=CC(=C(COC2=CC=CC(=N2)N2CCN(CC2)CC=2N(C3=C(N2)SC(=C3)C(=O)OCC)CC3OCC3)C=C1)F